3-(6-(2-carboxyethylamino)-4-oxobenzo[d][1,2,3]triazin-3(4H)-yl)piperidin-2,6-dione C(=O)(O)CCNC1=CC2=C(N=NN(C2=O)C2C(NC(CC2)=O)=O)C=C1